Bis(2-(2-methoxyethoxy) ethyl) vinylphosphite C(=C)P(OCCOCCOC)(OCCOCCOC)[O-]